COC1=C(CN(C=2OC3=C(C=NC=C3C3C[C@@H](CCC3)C(=O)OCC)N2)CC2=C(C=C(C=C2)OC)OC)C=CC(=C1)OC ethyl (1R)-3-(2-(bis(2,4-dimethoxybenzyl)amino)oxazolo[4,5-c]pyridin-7-yl)cyclohexane-1-carboxylate